O[C@@H](C)C1=NC=2C(=C3C(=NC2)NC=C3)N1N1CCC(CC1)CC#N (S)-2-(1-(2-(1-hydroxyethyl)imidazo[4,5-d]pyrrolo[2,3-b]pyridin-1(6H)-yl)piperidin-4-yl)acetonitrile